(R)-(5-(1H-imidazol-1-yl)isochroman-1-yl)methanamine hydrochloride salt Cl.N1(C=NC=C1)C1=C2CCO[C@H](C2=CC=C1)CN